2-(4-chloro-1-isopropyl-1H-pyrazol-5-yl)-4,5,6,7-tetrahydropyrazolo[1,5-a]pyridin-4-ol ClC=1C=NN(C1C1=NN2C(C(CCC2)O)=C1)C(C)C